C1CN(CCN1)C2=CC=CC=C2 N-phenylpiperazine